tert-butyl-(S)-5-(2-(acetylthio)acetamido)-3,3-difluoropiperidine C(C)(C)(C)N1CC(C[C@@H](C1)NC(CSC(C)=O)=O)(F)F